(S)-4-(6-(4-(1,2-dimethylpyrrolidine-2-carbonyl)piperazin-1-yl)pyridin-3-yl)-6-(1-methyl-1H-pyrazol-4-yl)pyrazolo[1,5-a]pyrazine-3-carbonitrile CN1[C@@](CCC1)(C(=O)N1CCN(CC1)C1=CC=C(C=N1)C=1C=2N(C=C(N1)C=1C=NN(C1)C)N=CC2C#N)C